(R)-1-(1-(4-fluorophenyl)propyl)-N-((5-phenyl-1,3,4-thiadiazol-2-yl)methyl)-1H-1,2,3-triazole-4-carboxamide FC1=CC=C(C=C1)[C@@H](CC)N1N=NC(=C1)C(=O)NCC=1SC(=NN1)C1=CC=CC=C1